C(C1=CC=CC=C1)OC1=C(C=CC=C1)C1=CC(=C(N=N1)N)C=1C(=NNC1)C 6-(2-benzyloxyphenyl)-4-(3-methyl-1H-pyrazol-4-yl)pyridazin-3-amine